5-bromo-4-chloro-3,3-dideutero-7-(4-isopropylphenyl)-2H-benzofuran BrC=1C=C(C2=C(C(CO2)([2H])[2H])C1Cl)C1=CC=C(C=C1)C(C)C